C(C)(=O)NCC1[C@@H](O)[C@@H](O)[C@H](O)[C@H](O1)CO N-acetylmannosylmethanamine